FC=1C=C(C=C(C1)OC)C1=CC=2N(C[C@H]3N(C2N=C1)CCN(C3)C(CCC(=O)O)=O)S(=O)(=O)C3=CC(=CC=C3)C(F)(F)F (S)-4-(3-(3-fluoro-5-methoxyphenyl)-5-(3-(trifluoromethyl)phenylsulfonyl)-6a,7,9,10-tetrahydro-5H-pyrazino[1,2-a]pyrido[3,2-e]pyrazin-8(6H)-yl)-4-oxobutanoic acid